CC(C(=O)NC1CN(CC1)C)(COC1=NC=CC=C1C)C 2,2-dimethyl-3-((3-methylpyridin-2-yl)oxy)-N-(1-methylpyrrolidin-3-yl)propionamide